3-[4-[[6-[(1-oxo-2-propene-1-yl)oxy]hexyl]oxy]phenyl]-2-propenoic acid O=C(C=C)OCCCCCCOC1=CC=C(C=C1)C=CC(=O)O